tert-Butyl 3-(3-fluoro-4-methoxyphenyl)-3-(4-formyloxazol-2-yl)propanoate FC=1C=C(C=CC1OC)C(CC(=O)OC(C)(C)C)C=1OC=C(N1)C=O